C(CCCCCCCCC)OC(CCCCCCCCC/C=C/C=C)OCCCCCCCCCC (3E)-14,14-didecyloxy-1,3-tetradecadiene